[PH2]([S-])=S.[Na+] Sodium dithiophosphinate